C1=CC=CC=2C3=CC(=C4C=CC=CC4=C3C=CC12)N1[C@H]([C@@H](C1=O)OS(=O)(=O)CC(F)(F)F)C1=NC=C(C=C1)F |r| (±)-Trans-N-(chrysen-6-yl)-2-(5-fluoropyridin-2-yl)-4-oxoazetidin-3-yl-2,2,2-trifluoroethane-1-sulfonate